5-(((trans-3-(3-cyclopropyl-4-(1-methylpiperidin-4-yl)-1H-pyrazol-1-yl)cyclobutyl)methyl)amino)-2-(2,6-dioxopiperidin-3-yl)isoindoline-1,3-dione C1(CC1)C1=NN(C=C1C1CCN(CC1)C)[C@@H]1C[C@H](C1)CNC=1C=C2C(N(C(C2=CC1)=O)C1C(NC(CC1)=O)=O)=O